(±)-methyl 4-[3-[(4,5-dichloro-1-methyl-indole-2-carbonyl)amino]-1-methyl-pyrrolidin-3-yl]benzoate ClC1=C2C=C(N(C2=CC=C1Cl)C)C(=O)N[C@@]1(CN(CC1)C)C1=CC=C(C(=O)OC)C=C1 |r|